2-cyclobutyl-10-methyl-3-phenylpyrimido[4,5-b][1,7]naphthyridine-4,5(3H,10H)-dione C1(CCC1)C=1N(C(C2=C(N(C3=CN=CC=C3C2=O)C)N1)=O)C1=CC=CC=C1